3,5-dimethylpyridine-2-amine CC=1C(=NC=C(C1)C)N